ClC1=CC(=CN=N1)C#CC=1C=C(OC2=C(N=NN2)C(=O)O)C=CC1 5-(3-((6-chloropyridazin-4-yl)ethynyl)phenoxy)-1H-1,2,3-triazole-4-carboxylic acid